1-(3-bromopropyl)-4-fluorobenzene BrCCCC1=CC=C(C=C1)F